OC(COC1=CC=C(C=C1)C(C)(C)C1=CC=C(C=C1)OCC(C)O)C 2,2-bis(4-(2-hydroxypropoxy)phenyl)propane